3-[2-[4-[7-(trifluoromethyl)-2-quinolinyl]phenoxy]ethoxy]cyclobutanecarboxylic acid methyl ester COC(=O)C1CC(C1)OCCOC1=CC=C(C=C1)C1=NC2=CC(=CC=C2C=C1)C(F)(F)F